BrC=1C=C(C(=NC1)F)C 5-bromo-2-fluoro-3-methyl-pyridine